(2R,3R)-Ethyl 3-(6-bromo-3-fluoropyridin-2-yl)-3-((R)-1,1-dimethylethylsulfinamido)-2-fluorobutanoate BrC1=CC=C(C(=N1)[C@@]([C@H](C(=O)OCC)F)(C)N[S@](=O)C(C)(C)C)F